C1=C(C=CC2=CC=CC=C12)C(C)(CCCCCC#CCC)O 2-(naphthalen-2-yl)undec-8-yn-2-ol